(1S,3S,4S)-N-[(1S)-1-cyano-2-[(3S)-2-oxo-3-piperidyl]ethyl]-2-[(2S)-3-cyclopropyl-2-[(2,2,2-trifluoroacetyl)amino]propanoyl]-5,5-difluoro-2-azabicyclo[2.2.2]octane-3-carboxamide C(#N)[C@H](C[C@H]1C(NCCC1)=O)NC(=O)[C@H]1N([C@@H]2CC([C@H]1CC2)(F)F)C([C@H](CC2CC2)NC(C(F)(F)F)=O)=O